Decylacetat C(CCCCCCCCC)OC(C)=O